OC=1C=C(C=C(C1)S(=O)(=O)O)S(=O)(=O)O 5-Hydroxy-1,3-benzenedisulfonic acid